C(C)(C)(C)OC(=O)N1C(CC(C1)OC)(C(=O)O)C rac-1-(tert-butoxycarbonyl)-4-methoxy-2-methylpyrrolidine-2-carboxylic acid